(S)-5-(imidazo[1,2-b]pyridazin-6-yl)-N-(1,1,1-trifluoropropan-2-yl)-7H-pyrrolo[2,3-d]pyrimidin-2-amine N=1C=CN2N=C(C=CC21)C2=CNC=1N=C(N=CC12)N[C@H](C(F)(F)F)C